C(C)(C)(C)C1=CC=2C(C3=CC(=CC=C3OC2C=C1)C(C)(C)C)(C)C 2,7-di-tert-butyl-9,9-dimethylxanthene